C([C@@H]1[C@H]([C@@H]([C@H]([C@H](O1)O[C@H]([C@@H](CO)O)[C@@H]([C@H](CO)O)O)O)O)O)O 4-O-α-D-Glucopyranosyl-D-glucitol